FC(OC1=C(C=C(C=C1)N1N=C(C(=C1C)C(=O)OCC)C)B1OC(C(O1)(C)C)(C)C)F ethyl 1-(4-(difluoromethoxy)-3-(4,4,5,5-tetramethyl-1,3,2-dioxaborolan-2-yl) phenyl)-3,5-dimethyl-1H-pyrazole-4-carboxylate